O=C1NC(CCC1N1C(N(C2=C1C=CC(=C2)N2CC1(C2)CCN(CC1)C(=O)C1CCC(CC1)NC(OC(C)(C)C)=O)C)=O)=O tert-butyl N-[4-[2-[1-(2,6-dioxo-3-piperidyl)-3-methyl-2-oxo-benzimidazol-5-yl]-2,7-diazaspiro[3.5]nonane-7-carbonyl]cyclohexyl]carbamate